O=C1NC(CCC1NC=1C=C(CN2C[C@@H](CCC2)C2=CC=C(C=C2)N2N=C3C(=CC=CC3=C2)C(=O)N)C=CC1)=O 2-(4-((3S)-1-(3-((2,6-dioxopiperidin-3-yl)amino)benzyl)piperidin-3-yl)phenyl)-2H-indazole-7-carboxamide